BrC1=NN(C2=C1N=C(N=C2NCCCC)NC(=O)OC)CC=2C=C(C(=O)OC)C=CC2OC methyl 3-((3-bromo-7-(butylamino)-5-((methoxycarbonyl)amino)-1H-pyrazolo[4,3-d]pyrimidin-1-yl)methyl)-4-methoxybenzoate